tert-butyl N-[1-(5-fluoro-1H-indol-4-yl)-4-piperidyl]-N-methylcarbamate FC=1C(=C2C=CNC2=CC1)N1CCC(CC1)N(C(OC(C)(C)C)=O)C